5-(5H-imidazo[5,1-a]isoindol-5-yl)-1-methylpyridin-2(1H)-one C=1N=CN2C1C1=CC=CC=C1C2C=2C=CC(N(C2)C)=O